octane-1-sulfonyl chloride C(CCCCCCC)S(=O)(=O)Cl